BrC=1C=C(C=CC1)C(C1=C(C=CC=C1)C)(F)F 1-((3-bromophenyl)difluoromethyl)-2-methylbenzene